C(CCCCCCCCCCC)SSCSC(C(=O)O)(C)C 2-[[(dodecylthio)thiomethyl]thio]-2-methylpropanoic acid